NC1=NC=CC=C1C1=NC=2C(=NC(=CC2)C2=CC=CC=C2)N1C1=CC=C(CN2CC3(CN(C3)C(=O)OC(C)(C)C)C2)C=C1 tert-Butyl 6-(4-(2-(2-aminopyridin-3-yl)-5-phenyl-3H-imidazo[4,5-b]pyridin-3-yl)benzyl)-2,6-diazaspiro[3.3]heptane-2-carboxylate